methyl 5-(5-((tert-butoxycarbonyl)amino)-6-methylpyridin-2-yl)-3-methylisoxazole-4-carboxylate C(C)(C)(C)OC(=O)NC=1C=CC(=NC1C)C1=C(C(=NO1)C)C(=O)OC